OC1=CC=C(C=2C(C3=CC=CC=C3C(C12)=O)=O)NC1=CC=C(C=C1)NC(C)=O N-[4-[(4-hydroxy-anthraquinone-1-yl)amino]phenyl]acetamide